C(#N)[C@H](CCC)NC(C1=CC=C(C=C1)C1=NC(=NC=C1C)NC=1C=NN(C1)CCO)=O (S)-N-(1-cyanobutyl)-4-(2-((1-(2-hydroxyethyl)-1H-pyrazol-4-yl)amino)-5-methylpyrimidin-4-yl)benzamide